FC1=C(COC=2C(N(C(=C(C2)C2OC2)C)C2=C(C=CC=C2F)F)=O)C=CC(=C1)F (2,4-difluorobenzyloxy)-1-(2,6-difluorophenyl)-6-methyl-5-oxiran-2-ylpyridin-2(1H)-one